C1(CC1)C=1C=C(/C(=N/O)/N)C=CN1 (Z)-2-cyclopropyl-N'-hydroxyisonicotinamidine